O1CCC(CC1)CCCNC(=O)C1=CC2=C(N3C(S2)=NC(=C3)C=3C=C(C=CC3)C)C=C1 N-(3-(tetrahydro-2H-pyran-4-yl)propyl)-2-(m-tolyl)benzo[d]imidazo[2,1-b]thiazole-7-carboxamide